FC(C1=NN(C=C1C#N)C)F 3-(difluoromethyl)-1-methyl-1H-pyrazole-4-carbonitrile